N-({5-[5-(difluoromethyl)-1,3,4-oxadiazol-2-yl]-1,3-thiazol-2-yl}methyl)-N-(1-methyl-1H-pyrazol-4-yl)cyclopropanesulfonamide FC(C1=NN=C(O1)C1=CN=C(S1)CN(S(=O)(=O)C1CC1)C=1C=NN(C1)C)F